NCC1=CC(=NC=C1)OCC1=CC(N(C=C1)C)=O 4-[[4-(aminomethyl)-2-pyridinyl]oxymethyl]-1-methyl-pyridin-2-one